(5-bromopyrazin-2-yl)-3H-spiro[benzofuran-2,4'-piperidine] BrC=1N=CC(=NC1)N1CCC2(CC1)OC1=C(C2)C=CC=C1